C(C)(C)(C)OC(NCCCN[C@H](C(C)(C)C)C=1N(C=C(N1)C1=C(C=CC(=C1)F)F)CC1=CC=CC=C1)=O tert-Butyl-[3-({(1R)-1-[1-benzyl-4-(2,5-difluorophenyl)-1H-imidazol-2-yl]-2,2-dimethylpropyl}amino)propyl]carbamat